1-(cyanomethyl)-6-(3-((2-methoxy-4-(methylsulfonyl)phenyl)amino)prop-1-yn-1-yl)-N-((3S,4S)-3-methyl-1-(tetrahydro-2H-pyran-4-yl)piperidin-4-yl)-1H-benzo[d]imidazole-4-carboxamide C(#N)CN1C=NC2=C1C=C(C=C2C(=O)N[C@@H]2[C@H](CN(CC2)C2CCOCC2)C)C#CCNC2=C(C=C(C=C2)S(=O)(=O)C)OC